4-[(4,6-dichloro-3-quinolyl)sulfonyl]-1,4-thiazinane 1,1-dioxide ClC1=C(C=NC2=CC=C(C=C12)Cl)S(=O)(=O)N1CCS(CC1)(=O)=O